FC(C1=CC=C(N=N1)NC1=CC2=C(N(C=N2)C2=CC=C(C(=N2)N2N=C(C=C2C)C#N)C(C)O)C=C1)F 1-[6-[5-[[6-(Difluoromethyl)pyridazin-3-yl]amino]benzimidazol-1-yl]-3-(1-hydroxyethyl)-2-pyridyl]-5-methyl-pyrazole-3-carbonitrile